ClC=1C=CC2=C([C@H](CNCC2)C)C1 (R)-8-chloro-1-methyl-1,2,4,5-tetrahydro-3H-benzo[d]azepine